(2S)-2-(methylamino)-N-[2-[[2-methyl-6-[[5-(4-pyridyl)thiazol-2-yl]amino]pyrimidin-4-yl]amino]ethyl]propanamide CN[C@H](C(=O)NCCNC1=NC(=NC(=C1)NC=1SC(=CN1)C1=CC=NC=C1)C)C